(2-oxo-5-(trifluoromethyl)-1,2-dihydropyridin-3-yl)boronic acid O=C1NC=C(C=C1B(O)O)C(F)(F)F